[Na].NC1=CC=CC=C1.NC1=CC=CC=C1 dianilin sodium